[Cl-].[Cl-].C[SiH](C)[Zr+2](C1C=CC2=CC=CC=C12)C1C=CC2=CC=CC=C12 dimethylsilylbis(1-indenyl)zirconium dichloride